C1(CCC1)C=1C(=NN(C1NC(C[C@H]1C(C(C1)(F)F)(F)F)=O)C)C(C1=CC=C(C=C1)F)(F)F (R)-N-(4-cyclobutyl-3-(difluoro(4-fluorophenyl)methyl)-1-methyl-1H-pyrazol-5-yl)-2-(2,2,3,3-tetrafluorocyclobutyl)acetamide